CP1(CS(OCO1)=O)=O 4-methyl-1,5,2,4-dioxathiaphosphinane-2,4-dioxide